N1(N=CC=C1)C1=CC(=NC=N1)N[C@H](C(=O)O)CCN(CCCCC1=NC=2NCCCC2C=C1)CCS(=O)(=O)C (S)-2-((6-(1H-pyrazol-1-yl)pyrimidin-4-yl)amino)-4-((2-(methylsulfonyl)ethyl)(4-(5,6,7,8-tetrahydro-1,8-naphthyridin-2-yl)butyl)amino)butanoic acid